5-(6-{[(3S)-3-[(4-methylpiperazin-1-yl)methyl]-3,4-dihydroisoquinolin-2(1H)-yl]carbonyl}-1,3-benzodioxol-5-yl)-1H-pyrrole-3-carboxamide hydrochloride Cl.CN1CCN(CC1)C[C@H]1N(CC2=CC=CC=C2C1)C(=O)C=1C(=CC2=C(OCO2)C1)C1=CC(=CN1)C(=O)N